N-(5-chloro-6-(2H-1,2,3-triazol-2-yl)pyridin-3-yl)-5-(4-fluorophenyl)-4-methylnicotinamide ClC=1C=C(C=NC1N1N=CC=N1)NC(C1=CN=CC(=C1C)C1=CC=C(C=C1)F)=O